[Cu](O)Cl COPPER CHLORIDE HYDROXIDE